8-(1-hydroxyethyl)-3,6-dimethyl-2-(2-methylindazol-5-yl)-chromen-4-one OC(C)C=1C=C(C=C2C(C(=C(OC12)C1=CC2=CN(N=C2C=C1)C)C)=O)C